ethyl 2-[(3-chlorophenyl)methyl]-8-methyl-4,5-dihydro-2H-furo[2,3-g]indazole-7-carboxylate ClC=1C=C(C=CC1)CN1N=C2C3=C(CCC2=C1)OC(=C3C)C(=O)OCC